CCCCCCCCCCCCCCCCCCCCCCCCCCCCCCCCCCCCCCCCCCCCCCCCCCCCCCCCCCCCCCCCCCCCCCCCCCCCCCCCCCCCCCCCCCCC n-Dononacontane